2,4-dimethoxy-6-benzyloxybenzoic acid COC1=C(C(=O)O)C(=CC(=C1)OC)OCC1=CC=CC=C1